5-[2-(2-fluorophenyl)ethyl]-3-methyl-4-oxo-4,5,6,7-tetrahydropyrazolo[1,5-a]pyrazine-2-carboxylic acid (5-trifluoromethyl[1,3,4]thiadiazol-2-yl)amide FC(C1=NN=C(S1)NC(=O)C1=NN2C(C(N(CC2)CCC2=C(C=CC=C2)F)=O)=C1C)(F)F